chloro-5'H-spiro[cyclopentane-1,7'-furo[3,4-d]pyrimidine]-5'-one ClC=1N=CC2=C(N1)C1(OC2=O)CCCC1